1-(5-chloro-6-methoxy-1H-indol-2-yl)ethan-1-one ClC=1C=C2C=C(NC2=CC1OC)C(C)=O